NC1=C(C(=NC=C1C(=O)N1CCC=2N(N=C3CCN(C[C@H]1C23)C(C=C)=O)C2=C(C=C(C=C2)C2CC2)O)C(F)(F)F)F |o1:20| (R or S)-1-(5-(4-amino-5-fluoro-6-(trifluoromethyl)nicotinoyl)-2-(4-cyclopropyl-2-hydroxyphenyl)-2,3,4,5,5a,6,8,9-octahydro-7H-1,2,5,7-tetraazabenzo[cd]azulen-7-yl)prop-2-en-1-one